phenanthrolinium ditriflate [O-]S(=O)(=O)C(F)(F)F.[O-]S(=O)(=O)C(F)(F)F.[NH+]1=CC=CC2=CC=C3C=CC=NC3=C12.[NH+]1=CC=CC2=CC=C3C=CC=NC3=C12